tert-butyl N-[4-[2-[4-[3-[1-[(4-methoxyphenyl)methyl]-2,6-dioxo-3-piperidyl]phenyl]piperazin-1-yl]ethyl]cyclohexyl]carbamate COC1=CC=C(C=C1)CN1C(C(CCC1=O)C=1C=C(C=CC1)N1CCN(CC1)CCC1CCC(CC1)NC(OC(C)(C)C)=O)=O